FC(C(=O)O)(F)F.COC(C[C@H]1C=2N(C3=C(C(=N1)C1=CC=C(C=C1)C1=CC=C(C=C1)COCC(=O)O)C(=C(S3)C)C)C(=NN2)C)=O ({4'-[(6S)-6-(2-methoxy-2-oxoethyl)-2,3,9-trimethyl-6H-thieno[3,2-f][1,2,4]triazolo[4,3-a][1,4]diazepin-4-yl][1,1'-biphenyl]-4-yl}methoxy)acetic acid trifluoroacetate